para-tertiary-amylphenol C(C)(C)(CC)C1=CC=C(C=C1)O